17α-pregn-4-en-20-yn-3-one C#C[C@@H]1CC[C@H]2[C@@H]3CCC4=CC(CC[C@]4(C)[C@H]3CC[C@]12C)=O